CCCCCCCCC(CCCCCCCC)OC(C(CCCCCCC(CCCCCCCCC)N(CCCCCCCCCC)C(CCCN(C)C)=O)F)=O 9-(N-decyl-4-(dimethylamino)butyrylamino)-2-fluorooctadecanoic acid heptadec-9-yl ester